17-chloro-4,6,8,10,12,14-hexamethylheptadecylnonyloxymethyl ether ClCCCC(CC(CC(CC(CC(CC(CCCC(OCCCCCCCCC)OC(CCCC(CC(CC(CC(CC(CC(CCCCl)C)C)C)C)C)C)OCCCCCCCCC)C)C)C)C)C)C